CC1(N=C(NC2=C(C=CC=C12)OC(F)(F)F)C=1SC=C(N1)C1=C(C(=O)O)C=CC=C1)C (2-(4,4-dimethyl-8-trifluoromethoxy-1,4-dihydroquinazolin-2-yl)thiazol-4-yl)benzoic acid